2-oxo-adipic acid 6-(2-{2-[2-(2-ethoxy)-ethoxy]-ethoxy}-ethyl) ester CCOCCOCCOCCOC(CCCC(C(=O)O)=O)=O